5-((1S,2R)-2-(6-fluoro-2,3-dimethylphenyl)-1-(6-hydroxy-4-methyl-1,1-dioxido-3,4-dihydro-2H-benzo[e][1,2,4]thiadiazin-2-yl)propyl)-1,3,4-oxadiazol-2(3H)-one FC1=CC=C(C(=C1[C@H]([C@H](N1S(C2=C(N(C1)C)C=C(C=C2)O)(=O)=O)C2=NNC(O2)=O)C)C)C